methyl ((1aR,7bS)-6-chloro-5-fluoro-1,7b-dihydrocyclopropa[c]chromen-1a(2H)-yl)carbamate ClC1=CC=2[C@H]3[C@@](COC2C=C1F)(C3)NC(OC)=O